((1r,4r)-4-(((2-((2-(1-(Cyclopropylsulfonyl)-1H-pyrazol-4-yl)pyrimidin-4-yl)amino)-5-((1-(methylsulfonyl)pyrrolidin-3-yl)ethynyl)pyridin-4-yl)amino)methyl)cyclohexyl)methanol C1(CC1)S(=O)(=O)N1N=CC(=C1)C1=NC=CC(=N1)NC1=NC=C(C(=C1)NCC1CCC(CC1)CO)C#CC1CN(CC1)S(=O)(=O)C